[Na].CN(CC(=O)O)CCCCC N-methylpentyl-glycine sodium